N1(N=CN=C1)C1=CC=C(C=C1)C=1NC=2C(=C3C=CC=NC3=C3N=CC=CC23)N1 2-(4-(1H-1,2,4-triazole-1-yl)phenyl)-1H-imidazo[4,5-f][1,10]phenanthroline